B(O)(O)O boroic acid